F[C@H]1C[C@H](N2N=C(N=C21)C#CC)C2=CC=CC=C2 (5s,7s)-7-fluoro-5-phenyl-2-prop-1-ynyl-6,7-dihydro-5H-pyrrolo[1,2-b][1,2,4]triazole